[N+](=O)([O-])C1=CC(=C(C=C1CO)OC)OC 6-Nitroveratryl Alcohol